3-(8-bromo-3-(2,2,2-trifluoroethyl)indolizine-2-yl)propionic acid methyl ester COC(CCC=1C=C2C(=CC=CN2C1CC(F)(F)F)Br)=O